ketoamide, hydroxybisulfite salt OOS([O-])=O.O=[N-]